(E)-1-(4-(3-bromopropoxy)phenyl)-3-(4-fluorophenyl)prop-2-en-1-one BrCCCOC1=CC=C(C=C1)C(\C=C\C1=CC=C(C=C1)F)=O